CP1(=NP(=NP(=N1)(F)F)(F)F)F methyl-pentafluoro-cyclotriphosphazene